2-amino-N-(2,2-diethoxyethyl)-4-methyl-N-(2-methylbutyl)pentanamide NC(C(=O)N(CC(CC)C)CC(OCC)OCC)CC(C)C